OCCN(C1=CC=C(C=C1)C)CCO N,N-Bis-hydroxyethyl-p-toluidine